CC=1C(=NC=CC1)B(O)O (3-methylpyridin-2-yl)boronic acid